dodecyl-sulfonate, ammonium salt [NH4+].C(CCCCCCCCCCC)S(=O)(=O)[O-]